C(CCCCC(C)(C)C)(=O)O neo-nonanoic acid